NC(C(C)C1=C(SC2=C1C(NC=1C=CC=CC21)=O)C(=O)N)=O (1-amino-1-oxopropan-2-yl)-4-oxo-4,5-dihydrothieno[3,2-c]quinoline-2-carboxamide